6-bromo-N'-(2-chloro-5-fluoro-phenyl)-4-[[1-(2-cyanoethyl)-4-piperidyl]amino]pyrrolo[1,2-b]pyridazine-3-carboxamidine BrC=1C=C2N(N=CC(=C2NC2CCN(CC2)CCC#N)C(=NC2=C(C=CC(=C2)F)Cl)N)C1